Cl.F[P-](F)(F)(F)(F)F.CN(C)C(=[N+]1N=[N+](C2=NC=CC=C21)[O-])N(C)C 1-[Bis(dimethylamino)methylene]-1H-1,2,3-triazolo-[4,5-b]pyridinium 3-oxid hexafluorophosphate HCl